FC1=CC=C(C=C1)N1C=C(C(C=C1)=O)C(=O)O (4-fluorophenyl)-4-oxo-1,4-dihydropyridine-3-carboxylic acid